ClC1=C(C=CC=C1)[C@@H]1N(CCCCC1)C1=NC(=NC(=C1)C)N |r| (+/-)-(2-(2-chlorophenyl)azepan-1-yl)-6-methylpyrimidin-2-amine